4-(bromophenyl)imidazolidin-2-one BrC1=C(C=CC=C1)C1NC(NC1)=O